3,3'-dihydroxy-4-keto-beta-carotene OC1CC(C)(C)C(=C(C1=O)C)\C=C\C(\C)=C\C=C\C(\C)=C\C=C\C=C(/C)\C=C\C=C(/C)\C=C\C1=C(C)CC(CC1(C)C)O